tertbutyl ((2R,4S,5R)-5-((R)-ethylsulfonimidoyl)-2-((S)-1-(4-fluorophenyl)-1,2,3,4-tetrahydroisoquinoline-2-carbonyl)tetrahydro-2H-pyran-4-yl)carbamate C(C)[S@](=O)(=N)[C@@H]1[C@H](C[C@@H](OC1)C(=O)N1[C@H](C2=CC=CC=C2CC1)C1=CC=C(C=C1)F)NC(OC(C)(C)C)=O